N-(2-Ethoxyphenyl)-N'-(2-ethylphenyl)-ethandiamid C(C)OC1=C(C=CC=C1)NC(C(=O)NC1=C(C=CC=C1)CC)=O